O1CCOC12CCC(CC2)OC2=C(C=CC(=C2)C2=C(N=CS2)C)CNC(=O)[C@H]2N(C[C@@H](C2)O)C(C(C(C)C)C2=CC(=NO2)OCC#C)=O (2S,4R)-N-[[2-(1,4-dioxaspiro[4.5]decan-8-yloxy)-4-(4-methylthiazol-5-yl)phenyl]methyl]-4-hydroxy-1-[3-methyl-2-(3-prop-2-ynoxyisoxazol-5-yl)butanoyl]pyrrolidine-2-carboxamide